4-(6-(4-(4-methyl-4-morpholinopiperidine-1-carbonyl)phenyl)imidazo[1,2-a]pyridin-3-yl)benzonitrile CC1(CCN(CC1)C(=O)C1=CC=C(C=C1)C=1C=CC=2N(C1)C(=CN2)C2=CC=C(C#N)C=C2)N2CCOCC2